tert-butyl 4-[8-([6,8-dimethylimidazo[1,2-a]pyrazin-2-yl]carbamoyl)cinnolin-5-yl]piperazine-1-carboxylate CC=1N=C(C=2N(C1)C=C(N2)NC(=O)C=2C=CC(=C1C=CN=NC21)N2CCN(CC2)C(=O)OC(C)(C)C)C